ClC=1C=C(C=C(C1OC=1C(=C2C3(C(NC2=CC1)=O)CC3)C)Cl)C=3C(NC(N(N3)C)=O)=O 6-(3,5-dichloro-4-((4'-methyl-2'-oxospiro[cyclopropane-1,3'-indolin]-5'-yl)oxy)phenyl)-2-methyl-1,2,4-triazine-3,5(2H,4H)-dione